CC=1SC(=CC1C(=O)NC1=NC(=NS1)CN1CCOCC1)C1=CC(=CC=C1)OC(F)(F)F 2-Methyl-N-(3-(morpholinomethyl)-1,2,4-thiadiazol-5-yl)-5-(3-(trifluoromethoxy)phenyl)thiophene-3-carboxamide